4-FLUORO-3,5-DIMETHYLBENZALDEHYDE FC1=C(C=C(C=O)C=C1C)C